BrC=1C=C(C=CC1)C(C)(C)C=1N=C(SC1)N 4-(2-(3-bromophenyl)propan-2-yl)thiazol-2-amine